(R)-7-ethyl-2-methyl-7,8,9,10-tetrahydro-2H-[1,4]oxazepino[7,6-g]indazole dihydrochloride Cl.Cl.C(C)[C@H]1OC=2C=CC3=CN(N=C3C2CNC1)C